ClC=1C=C2C(=CC1Cl)NC([C@]21CN(CC1)C1=NNC=C1)=O (3S)-5,6-dichloro-1'-(1H-pyrazol-3-yl)-1H-spiro[indol-3,3'-pyrrolidin]-2-one